(methoxycarbonyl)-2,3-dimethylcyclopropanecarboxylic acid COC(=O)C1(C(C1C)C)C(=O)O